O.P(=O)(O)(O)O.[GeH](=O)O germanic acid monohydrogen phosphate hydrate